2-ethyl-N-(((1r,4S)-4-(methylsulfonyl)cyclohexyl)methyl)-1H-imidazole-4-carboxamide C(C)C=1NC=C(N1)C(=O)NCC1CCC(CC1)S(=O)(=O)C